NC1=NC=CC(=C1C=1CNCC1)OC1=C(C=C(C=C1)NC(=O)C=1C=NN(C1C(F)(F)F)C1=NC=CC=C1F)F N-(4-((2-amino-3-(2,5-dihydro-1H-pyrrol-3-yl)pyridin-4-yl)oxy)-3-fluorophenyl)-1-(3-Fluoropyridin-2-yl)-5-(trifluoromethyl)-1H-pyrazole-4-carboxamide